1-bromo-2-(difluoromethoxy)-4-methoxybenzene BrC1=C(C=C(C=C1)OC)OC(F)F